N-(2-hydroxy-3-stearyl-oxypropyl)-N,N-dimethylamine bromide [Br-].OC(CN(C)C)COCCCCCCCCCCCCCCCCCC